COS(=O)(=O)CC(C1CC1)C1=CC(=CC=C1)OCC1=CC=CC=C1 2-(3-(phenylmethyloxy)phenyl)-2-cyclopropylethanesulfonic acid methyl ester